trifluoroacetic acid 2,2,3,3-tetrafluoropropyl ester FC(COC(C(F)(F)F)=O)(C(F)F)F